3-methoxy-4-((3-(4-(((1S,4S)-4-(4-methoxypiperidin-1-yl)cyclohexyl)amino)-1-(2,2,2-trifluoroethyl)-1H-indol-2-yl)prop-2-yn-1-yl)amino)-N-methylbenzamide COC=1C=C(C(=O)NC)C=CC1NCC#CC=1N(C2=CC=CC(=C2C1)NC1CCC(CC1)N1CCC(CC1)OC)CC(F)(F)F